C(C=C)(=O)OCCC Propyl acrylat